C1(CCCC1)CNC(CCCC)=O N-cyclopentylmethyl-pentanamide